4-[4-(4-Cyclopropylphenyl)piperidin-1-yl]-1-methyl-2-oxo-1,2-dihydro-quinoline-3-carbonitrile C1(CC1)C1=CC=C(C=C1)C1CCN(CC1)C1=C(C(N(C2=CC=CC=C12)C)=O)C#N